ClC=1C(=C(C=CC1)NC1=NC=NC2=CC(=C(C=C12)[N+](=O)[O-])C#CC1[C@@H]2CN(C[C@H]12)C(=O)OC(C)(C)C)F (1R,5S,6s)-tert-butyl 6-((4-((3-chloro-2-fluorophenyl)amino)-6-nitro quinazolin-7-yl) ethynyl)-3-azabicyclo[3.1.0]hexane-3-carboxylate